ClC=1C=C(C=CC1)NS(=O)(=O)C1=NC=CC(=C1)NC(=O)C=1C=CC=C2C=CC(OC12)=O N-(2-(N-(3-chlorophenyl)amino-sulfonyl)-pyridin-4-yl)-2-oxo-2H-chromene-8-amide